COC1=C(C=CC=C1)[C@H]1CC(C=2[C@@H](C(=C(NC2C1)C)C(=O)OC)C=1SC=CC1)=O methyl (4S,7R)-7-(2-methoxyphenyl)-2-methyl-5-oxo-4-(2-thienyl)-1,4,5,6,7,8-hexahydro-3-quinolinecarboxylate